cyclohexyl-n-butyl-diethoxysilane C1(CCCCC1)[Si](OCC)(OCC)CCCC